tert-butyl ((2S,3R)-3-((4-fluorobenzyl)oxy)-1-(methylamino)-1-oxobutan-2-yl)carbamate FC1=CC=C(CO[C@@H]([C@@H](C(=O)NC)NC(OC(C)(C)C)=O)C)C=C1